COC(=O)C=1C=C(C2=C(N(C(=N2)CCl)C[C@H]2OCC2)C1)OC(C([2H])([2H])[2H])([2H])[2H] (S)-2-(chloromethyl)-4-(ethoxy-d5)-1-(oxetan-2-ylmethyl)-1H-benzo[d]imidazole-6-carboxylic acid methyl ester